Tolyltriphenylborate C1(=C(C=CC=C1)[B-](C1=CC=CC=C1)(C1=CC=CC=C1)C1=CC=CC=C1)C